(tetrahydro-2H-pyran-4-yl)pyrazolo[1,5-a]pyrimidine-2-carboxamide O1CCC(CC1)C=1C(=NN2C1N=CC=C2)C(=O)N